FC=1C=CC=2N(C1)C(=NC2CC(C)N)C 1-(6-fluoro-3-methylimidazo[1,5-a]pyridin-1-yl)propan-2-amine